N-(3-chloropropyl)-5-(4-(trifluoromethyl)phenyl)-2-naphthamide ClCCCNC(=O)C1=CC2=CC=CC(=C2C=C1)C1=CC=C(C=C1)C(F)(F)F